S(=O)(=O)(O)[O-].S(=O)(=O)(O)CCCCN1C=[N+](C=C1)C 1-(4-sulfobutyl)-3-methylimidazolium hydrogen sulfate